O1CCC(CC1)C1=NC=C2N1C=CNC2=O 3-tetrahydropyran-4-yl-7H-imidazo[1,5-a]Pyrazin-8-one